2-[1-[(2,3-difluorophenyl)methyl]-5-oxopyrrolidin-2-yl]-N-(dimethylsulfamoyl)acetamid FC1=C(C=CC=C1F)CN1C(CCC1=O)CC(=O)NS(N(C)C)(=O)=O